OC(C(=O)O)CN1C2=C(OC(C1=O)(F)F)C=C(C(=C2)C2=C(C(=C(C(=C2F)F)F)F)F)F 2-hydroxy-3-(2,2,7-trifluoro-3-oxo-6-(perfluorophenyl)-2,3-dihydro-4H-benzo[b][1,4]oxazin-4-yl)propanoic acid